2-ethynyl-2-((2-phenylacetoxy)methyl)tetrahydrofuran-3-yl 2-phenylacetate C1(=CC=CC=C1)CC(=O)OC1C(OCC1)(COC(CC1=CC=CC=C1)=O)C#C